8-(6-(1-(2,6-dioxopiperidin-3-yl)indolin-4-yl)-2,6-diazaspiro[3.3]heptan-2-yl)octanoic acid O=C1NC(CCC1N1CCC2=C(C=CC=C12)N1CC2(CN(C2)CCCCCCCC(=O)O)C1)=O